The molecule is a hexadecenoyl-CoA that results from the formal condensation of the thiol group of coenzyme A with the carboxy group of hexadec-2-enoic acid. It has a role as a Saccharomyces cerevisiae metabolite. It is a hexadecenoyl-CoA and an 11,12-saturated fatty acyl-CoA. CCCCCCCCCCCCC/C=C/C(=O)SCCNC(=O)CCNC(=O)[C@@H](C(C)(C)COP(=O)(O)OP(=O)(O)OC[C@@H]1[C@H]([C@H]([C@@H](O1)N2C=NC3=C(N=CN=C32)N)O)OP(=O)(O)O)O